C1(=CC=CC=C1)C=C1C=C(C(C(=C1)C(C)(C)C)=O)C(C)(C)C 4-Phenylmethylene-2,6-di-tert-butyl-2,5-cyclohexadien-1-one